magnesium-titanium-iron-silicon [Si].[Fe].[Ti].[Mg]